lignoceryl tetratriacontanoate C(CCCCCCCCCCCCCCCCCCCCCCCCCCCCCCCCC)(=O)OCCCCCCCCCCCCCCCCCCCCCCCC